ClC1=NC(=NC(=N1)Cl)C1=CC2=CC=CC=C2C=C1 2,4-dichloro-6-(NAPHTHALEN-2-yl)-1,3,5-triazine